tert-butyl 1-(1-(4-methyl-6-((1R,5S)-2-oxo-3-azabicyclo[3.1.0]hexan-3-yl)pyridin-3-yl)cyclopropyl)-1H-1,2,3-triazole-4-carboxylate CC1=C(C=NC(=C1)N1C([C@@H]2C[C@@H]2C1)=O)C1(CC1)N1N=NC(=C1)C(=O)OC(C)(C)C